NC1=NC=CC=C1CN1CCOC=2C=3C1=NC(=NC3C=C(C2Cl)C=2C=C(C=CC2)CO)OC[C@]23CCCN3C[C@@H](C2)F (3-(4-((2-aminopyridin-3-yl)methyl)-8-chloro-2-(((2R,7aS)-2-fluorotetrahydro-1H-pyrrolizin-7a(5H)-yl)methoxy)-5,6-dihydro-4H-[1,4]oxazepino[5,6,7-de]quinazolin-9-yl)phenyl)methanol